iron(I) oxide [O-2].[Fe+].[Fe+]